O1N=CC=C1CC(=O)NC1=NNC(=C1)[C@@H]1C[C@@H](CC1)CCNC([O-])=O (1R,3S)-3-{3-[(1,2-oxazol-5-ylacetyl)amino]-1H-pyrazol-5-yl}cyclopentylethylcarbamate